C(C)(C)(C)OC(=O)N1[C@@H](C[C@H](CC1)OC1=NC(=NC(=C1)Cl)C#N)CC#N (2R,4S)-4-[(6-chloro-2-cyanopyrimidin-4-yl)oxy]-2-(cyanomethyl)piperidine-1-carboxylic acid tert-butyl ester